1-(3-(4-Methoxyphenyl)-1,2,4-oxadiazol-5-yl)-N-((1-(thiazol-4-ylmethyl)pyrrolidin-3-yl)methyl)piperidine-4-carboxamide COC1=CC=C(C=C1)C1=NOC(=N1)N1CCC(CC1)C(=O)NCC1CN(CC1)CC=1N=CSC1